N-(4-hydroxybutyryl)-gamma-aminopropyl-methyl-dimethoxysilane OCCCC(=O)NCCC[Si](OC)(OC)C